ClC=1C=C2C(=NC=NC2=C(C1C1=C(C=CC(=C1)C(F)F)F)F)N1CCN(CC1)C(C=C)=O 1-(4-(6-chloro-7-(5-(difluoromethyl)-2-fluorophenyl)-8-fluoroquinazolin-4-yl)piperazin-1-yl)prop-2-en-1-one